(2S,7R)-N-((S)-1-cyano-2-(4-(3-methyl-2-oxo-2,3-dihydrobenzo[d]oxazol-5-yl)phenyl)ethyl)-7-methoxy-1,4-oxazocane-2-carboxamide C(#N)[C@H](CC1=CC=C(C=C1)C=1C=CC2=C(N(C(O2)=O)C)C1)NC(=O)[C@H]1OC[C@@H](CCNC1)OC